tolylazoresorcinol C1(=C(C=CC=C1)C1=C(C(=C(O)C=C1)N=NC1=C(O)C=CC=C1O)O)C